6,6-dimethyl-3-{6-[(2S)-2-methylpiperazine-1-carbonyl]-1H-indol-2-yl}-4,5,6,7-tetrahydro-1H-indazole tri-hydrochloride Cl.Cl.Cl.CC1(CCC=2C(=NNC2C1)C=1NC2=CC(=CC=C2C1)C(=O)N1[C@H](CNCC1)C)C